[5-(2,4-difluorophenyl)isoxazol-3-yl]-[4-(1,5-dimethylpyrazol-4-yl)-5,7-dihydro-4H-thieno[2,3-c]pyridin-6-yl]methanone FC1=C(C=CC(=C1)F)C1=CC(=NO1)C(=O)N1CC2=C(C(C1)C=1C=NN(C1C)C)C=CS2